CN1CC(C1)(C)[C@@](C=1C=C(C=NC1)C#C[C@](C)(O)C1=NC=NC=C1)(C1=CC=C(C=C1)C(C)C)O (S)-4-{5-[(R)-(1,3-Dimethyl-azetidin-3-yl)-hydroxy-(4-isopropyl-phenyl)-methyl]-pyridin-3-yl}-2-pyrimidin-4-yl-but-3-yn-2-ol